CC1(C(C(C=C(C1([2H])[2H])[2H])(O)[2H])([2H])[2H])[2H] 3-methylphenol-d7